4-(2-Benzoylvinyl)benzoic acid C(C1=CC=CC=C1)(=O)C=CC1=CC=C(C(=O)O)C=C1